O1CC(C1)N1CCN(CC1)C1=CC=C(C=C1)C1=NC=NC2=CC=C(C=C12)C1=CC(=NC=C1)N 4-(4-(4-(4-(oxetan-3-yl)piperazin-1-yl)phenyl)quinazolin-6-yl)pyridin-2-amine